acryloyloxynonyl phosphate P(=O)(OCCCCCCCCCOC(C=C)=O)([O-])[O-]